C(C)(=O)OC[C@H]1O[C@H]([C@@H]([C@H]([C@H]1OC(C)=O)OC(C)=O)NC(C)=O)OCCCCCCCCCCCCCCCC(NC[C@@H](COC(C1=CC=CC=C1)(C1=CC=C(C=C1)OC)C1=CC=C(C=C1)OC)O)=O [(2R,3R,4R,5R,6R)-3,4-bis(acetyloxy)-6-[(15-[[(2S)-3-[bis(4-methoxyphenyl) (phenyl)methoxy]-2-hydroxypropyl]carbamoyl]pentadecyl)oxy]-5-acetamidooxan-2-yl]methyl acetate